C(C)OC(=O)C1C(N(C1)C(=O)OC(C)(C)C)CO[Si](C)(C)C(C)(C)C (((tert-butyldimethylsilyl)oxy)methyl)azetidine-1,3-dicarboxylic acid 1-(tert-butyl) 3-ethyl ester